3-[cyclopentyl-(hydroxy)phenylacetyloxy]-1,1-dimethylpyrrolidinium bromide [Br-].C1(CCCC1)C(C(=O)OC1C[N+](CC1)(C)C)(C1=CC=CC=C1)O